tert-butyl 4-(6-(1H-benzo[d]imidazol-2-yl)pyrazolo[1,5-a]pyridin-3-yl)piperazine-1-carboxylate N1C(=NC2=C1C=CC=C2)C=2C=CC=1N(C2)N=CC1N1CCN(CC1)C(=O)OC(C)(C)C